4-(5,6-dimethoxy-benzo[b]thiophen-2-yl)-4-oxobutanoic acid COC1=CC2=C(SC(=C2)C(CCC(=O)O)=O)C=C1OC